fluoroboronate FB([O-])[O-]